5-(2-fluorophenyl)-N-[3-methoxy-5-(trifluoromethyl)pyridin-2-yl]-1H-pyrrole-3-sulfonamide FC1=C(C=CC=C1)C1=CC(=CN1)S(=O)(=O)NC1=NC=C(C=C1OC)C(F)(F)F